CN(C)C=NNC(=O)C=1C(=NC=CC1)C(=O)O (2-((dimethylamino)methylene)hydrazine-1-carbonyl)o-picolinic acid